tert-butyl 4-(5-methyl-3-pyridyl)piperazine-1-carboxylate CC=1C=C(C=NC1)N1CCN(CC1)C(=O)OC(C)(C)C